C(C)OC(CCC(=O)C1=NC(=CC(=C1O)Br)CC1=CC=C(C=C1)F)=O 4-[4-Bromo-3-hydroxy-6-(4-fluoro-benzyl)-pyridin-2-yl]-4-oxo-butyric acid ethyl ester